C1=NC=CN=CC=NC=CC=NC=CN=CC=NC=CN=CC=NC=CN=CC=NC=CN2C1=CC=C2 pyrrolo[2,1-i][1,4,7,10,13,16,19,22,25,28,31]undecaazacyclotetratriacontin